(R)-6-(1-(6-(trifluoromethyl)pyridin-3-yl)piperidin-3-yl)-2-thia-6-azaspiro[3.4]octane 2,2-dioxide FC(C1=CC=C(C=N1)N1C[C@@H](CCC1)N1CC2(CS(C2)(=O)=O)CC1)(F)F